3-[3-[[[(7S)-3,4-dimethoxybicyclo[4.2.0]oct-1,3,5-trien-7-yl]methyl]-methylamino]propyl]-7,8-dimethoxy-1,3,4,5-tetrahydro-2H-3-benzazepin-2-one hydrochloride Cl.COC=1C=C2C[C@@H](C2=CC1OC)CN(CCCN1CCC2=C(CC1=O)C=C(C(=C2)OC)OC)C